C(C)(=O)OC1O[C@]([C@H]([C@H]1OC(C)=O)OCC1=CC=CC=C1)(COC)COCC1=CC=CC=C1 (3R,4S,5R)-4-(benzyloxy)-5-((benzyloxy)methyl)-5-(methoxymethyl)tetrahydrofuran-2,3-diyl diacetate